C(CCC\C=C/CC)OC(CCCCCCCNCCCC[C@H]1C(NC(N1)=O)=O)OCCCC\C=C/CC (S)-5-(4-((8,8-bis(((Z)-oct-5-en-1-yl)oxy)octyl)amino)butyl)imidazolidine-2,4-dione